11-(3,4-Dichlorobenzoyl)-N-phenyl-5,6,9,10,11,12-hexahydro-4H-[1,2]oxazolo[3,4-c]-pyrido[4',3':3,4]pyrazolo[1,5-a]azepine-5-carboxamide ClC=1C=C(C(=O)N2CC=3C(=NN4C3C=3C(CC(C4)C(=O)NC4=CC=CC=C4)=CON3)CC2)C=CC1Cl